FC(CN1C(C2=CC=CC=C2CC1)=O)(F)F 2-(2,2,2-trifluoroethyl)-3,4-dihydroisoquinolin-1(2H)-one